2,2'-azobis(2,4,4-trimethyl-pentane) N(=NC(C)(CC(C)(C)C)C)C(C)(CC(C)(C)C)C